NC1CCC(CC1)NS(=O)(=O)C1=CC=C(CNC(=O)C2=CC=3C=NC=CC3N2)C=C1 1H-Pyrrolo[3,2-c]pyridine-2-carboxylic acid 4-(4-amino-cyclohexylsulfamoyl)-benzylamide